C(C=C)(=O)OCC[S+](C)C (2-(acryloyloxy)ethyl)dimethyl-sulfonium